FC(C(=O)O)(F)F.FC(C(=O)O)(F)F.N1N=C(C=C1)NC1=NC(=NC2=CC=C(C=C12)OC1CCCC1)C=1C=C(OCC(=O)NC(C)(C)C)C=CC1 2-(3-(4-((1H-pyrazol-3-yl)amino)-6-(cyclopentyloxy)quinazolin-2-yl)-phenoxy)-N-(tert-butyl)acetamide bis-trifluoroacetic acid salt